FC(C1=CC=CC(=N1)OC=1C=C2CCCC(C2=CC1)CNC=1C=NC=CC1C(=O)O)(F)F 3-{[(6-{[6-(trifluoromethyl)pyridin-2-yl]oxy}-1,2,3,4-tetrahydronaphthalen-1-yl)methyl]amino}pyridine-4-carboxylic acid